CC1=NC2=C3C(=CC=C2C=N1)N(N=C3)C(F)(F)F 2-methyl-7-(trifluoromethyl)-7H-pyrazolo[3,4-h]Quinazoline